CC1=CC=C(CN2CCOCC2)C=C1 4-(4-methylbenzyl)morpholine